2-methyl-1,1-diphenyl-2-propenol CC(C(O)(C1=CC=CC=C1)C1=CC=CC=C1)=C